2-[4-[4-(2,6-dioxo-3-piperidyl)-3-oxo-piperazin-1-yl]-1-piperidyl]acetic acid O=C1NC(CCC1N1C(CN(CC1)C1CCN(CC1)CC(=O)O)=O)=O